CC1CC=CCC12CCCC(C2)(C)C 5,10,10-trimethylspiro[5.5]undec-2-en